n-methyl-1-(3-(3-(1-methyl-1H-pyrazol-4-yl)-1H-pyrazolo[3,4-c]pyridin-5-yl)-2-(trifluoromethyl)phenyl)methylamine CNCC1=C(C(=CC=C1)C=1C=C2C(=CN1)NN=C2C=2C=NN(C2)C)C(F)(F)F